4-allyl-1-formyl-3-hydroxy-3-methylpyrrolidine-2,2-dicarboxylic acid C(C=C)C1C(C(N(C1)C=O)(C(=O)O)C(=O)O)(C)O